(S)-3-(5-bromo-2-(5-(4-cyclopropylpiperazin-1-yl-2,2,3,3,5,5,6,6-d8)-2-(1-methoxyethyl)pyridin-3-yl)-1-(2,2,2-trifluoroethyl)-1H-indol-3-yl)-2,2-dimethylpropyl acetate C(C)(=O)OCC(CC1=C(N(C2=CC=C(C=C12)Br)CC(F)(F)F)C=1C(=NC=C(C1)N1C(C(N(C(C1([2H])[2H])([2H])[2H])C1CC1)([2H])[2H])([2H])[2H])[C@H](C)OC)(C)C